COC1=CC=C(CN(C2=CC(=C(C(=N2)C2=C(C=3N=C(N=CC3C=N2)OC[C@]23CCCN3C[C@@H](C2)F)F)C2CC2)C)CC2=CC=C(C=C2)OC)C=C1 7-(6-(bis(4-methoxybenzyl)amino)-3-cyclopropyl-4-methylpyridin-2-yl)-8-fluoro-2-(((2R,7aS)-2-fluorohexahydro-1H-pyrrolizin-7a-yl)methoxy)pyrido[4,3-d]pyrimidin